2-((1H-pyrazol-3-yl)methyl)-4-methyl-6-((6-oxo-1,6-dihydropyridin-3-yl)methyl)-4,6-dihydro-5H-thiazolo[5',4':4,5]pyrrolo[2,3-d]pyridazin-5-one N1N=C(C=C1)CC=1SC2=C(N(C=3C(N(N=CC32)CC3=CNC(C=C3)=O)=O)C)N1